N-(7-(phenylmethylthio)-2-(4-fluorobenzoyl)isoindolin-5-yl)-2-(2-chlorophenyl)acetamide C1(=CC=CC=C1)CSC=1C=C(C=C2CN(CC12)C(C1=CC=C(C=C1)F)=O)NC(CC1=C(C=CC=C1)Cl)=O